O[C@@H](CN1C[C@H](CCC1)N1N=CC(=C1)C=1C=C(C=2N(C1)N=CC2C#N)SC(C)C)CO 6-[1-[(3S)-1-[(2S)-2,3-dihydroxypropyl]-3-piperidyl]pyrazol-4-yl]-4-isopropylsulfanyl-pyrazolo[1,5-a]pyridine-3-carbonitrile